4-(3-iodo-1H-pyrrolo[3,2-b]pyridin-6-yl)-3,5-dimethylisoxazole IC1=CNC=2C1=NC=C(C2)C=2C(=NOC2C)C